(2R)-2-(6-{5-chloro-2-[(oxan-4-yl)amino]pyrimidin-4-yl}-1-oxo-2,3-dihydro-1H-isoindol-2-yl)-3-hydroxy-N-[2-(3-methoxyphenyl)-propan-2-yl]propanamide ClC=1C(=NC(=NC1)NC1CCOCC1)C1=CC=C2CN(C(C2=C1)=O)[C@@H](C(=O)NC(C)(C)C1=CC(=CC=C1)OC)CO